C1[C@@H]2[C@H]([C@H]([C@@H](O2)N3C=CC4=C(N=CN=C43)N)O)OP(=O)(O1)O The molecule is a nucleoside 3',5'-cyclic phosphate that is cAMP in which the nitrogen atom at position 7 on the purine fragment is replaced by a methine (C-H) group. It is a N-glycosylpyrrolopyrimidine, a ribonucleotide and a nucleoside 3',5'-cyclic phosphate. It derives from a tubercidin.